[Cl-].[Ca].C(C)(=O)OCC[N+](C)(C)C acetylcholine calcium chloride